1-((2-((tert-butyldimethylsilyl)oxy)ethyl)amino)tetradecan-2-ol [Si](C)(C)(C(C)(C)C)OCCNCC(CCCCCCCCCCCC)O